C(C)(C)(C)OC(=O)N1C=CC2=C(C=CC=C12)C([2H])([2H])NC(=O)OC(C)(C)C.N1C=CC2=C(C=CC=C12)C(N)([2H])[2H] 1H-indol-4-yl(2H2)methanamine tert-butyl-4-{[(tert-butoxycarbonyl)amino](2H2)methyl}indole-1-carboxylate